sodium nitrilotriacetate, ethylenediaminetetraacetic acid salt C(CN(CC(=O)O)CC(=O)O)N(CC(=O)O)CC(=O)O.N(CC(=O)[O-])(CC(=O)[O-])CC(=O)[O-].[Na+].[Na+].[Na+]